sodium (S)-3-(3-(1H-pyrrol-3-yl)phenyl)-3-(3-(1-methyl-4-oxido-2-oxo-1,2-dihydropyridin-3-yl)ureido)propanoate N1C=C(C=C1)C=1C=C(C=CC1)[C@H](CC(=O)[O-])NC(=O)NC=1C(N(C=CC1[O-])C)=O.[Na+].[Na+]